Ethyl 3-fluoro-5-[({1-[2-fluoro-4-(trifluoro-methyl)phenyl] cyclopropyl} carbonyl) amino]-2-(1-isobutyl-1H-pyrazol-4-yl)benzoate FC=1C(=C(C(=O)OCC)C=C(C1)NC(=O)C1(CC1)C1=C(C=C(C=C1)C(F)(F)F)F)C=1C=NN(C1)CC(C)C